O=C1NC(CCC1C=1C=C(C=CC1)N1CCC2(CN(C2)C(=O)[O-])CC1)=O 7-(3-(2,6-dioxopiperidin-3-yl) phenyl)-2,7-diazaspiro[3.5]nonane-2-carboxylate